N1(N=NC2=C1C=CC=C2)C(=O)C2=CC=C(C(=O)OC)C=C2 methyl 4-(1H-benzotriazol-1-ylcarbonyl)benzoate